3-cyano-N-((2-(6-((cis)-2,6-dimethylmorpholino)pyridin-2-yl)-1,6-naphthyridin-7-yl)methyl)-5-(methylsulfonyl)benzamide C(#N)C=1C=C(C(=O)NCC2=NC=C3C=CC(=NC3=C2)C2=NC(=CC=C2)N2C[C@@H](O[C@@H](C2)C)C)C=C(C1)S(=O)(=O)C